(5,6,7,8-tetrahydro-1,8-naphthyridin-3-yl) borate B(OC=1C=NC=2NCCCC2C1)([O-])[O-]